COC=1C=C2C=CC(=CC2=CC1)C[Sn](C)(C)C ((6-methoxynaphthalene-2-yl)methyl)trimethylstannane